4-[3-[4-(Cyclopropylcarbamoyl)-3-(difluoromethoxy)-5-methoxy-phenyl]imidazo[1,2-a]pyridin-7-yl]piperidine-1-carboxylic acid tert-butyl ester C(C)(C)(C)OC(=O)N1CCC(CC1)C1=CC=2N(C=C1)C(=CN2)C2=CC(=C(C(=C2)OC)C(NC2CC2)=O)OC(F)F